FC=1C(=NC(=CC1C=1C=CC=2C=3C=4NC[C@H](NC(C4SC3C=CC2N1)=O)C)C=C)CN1CCOCC1 (15R)-5-[3-fluoro-2-(morpholinomethyl)-6-vinyl-4-pyridyl]-15-methyl-11-thia-6,14,17-triazatetracyclo[8.8.0.0^2,7.0^12,18]octadeca-1(10),2(7),3,5,8,12(18)-hexaen-13-one